benzyl (R)-3-((1,3-dioxoisoindolin-2-yl) methyl)-4-methyl-5-oxopiperazine-1-carboxylate O=C1N(C(C2=CC=CC=C12)=O)C[C@@H]1CN(CC(N1C)=O)C(=O)OCC1=CC=CC=C1